rhenium(I) (hexafluorophosphate) F[P-](F)(F)(F)(F)F.[Re+]